NC1=NC=NN2C1=NC=C2C=2C=C(C=CC2C)S(=O)(=O)NC21CCC(CC2)(CC1)CO 3-(4-aminoimidazo[2,1-f][1,2,4]triazin-7-yl)-N-(4-(hydroxymethyl)bicyclo[2.2.2]octan-1-yl)-4-methylbenzenesulfonamide